(S)-2-(4-Bromo-benzenesulfonylamino)-octanedioic acid BrC1=CC=C(C=C1)S(=O)(=O)N[C@H](C(=O)O)CCCCCC(=O)O